Lithium ethylsulfate C(C)OS(=O)(=O)[O-].[Li+]